N1(CCC1)C1=CC=C(C=N1)[C@@H](C)N1N=NC(=C1)C(=O)N[C@@H]1C[C@@H](C1)C1=C(C=CC(=C1)Cl)C#N 1-((R)-1-(6-(Azetidin-1-yl)pyridin-3-yl)ethyl)-N-((cis)-3-(5-chloro-2-cyanophenyl)cyclobutyl)-1H-1,2,3-triazole-4-carboxamide